ClC1=C(C=C2C(=CNC2=C1)C(=O)OC)C=1SC(=CC1)C1(CCC1)O methyl 6-chloro-5-(5-(1-hydroxycyclobutyl) thiophen-2-yl)-1H-indole-3-carboxylate